FC=1C=C(\C=C\2/CC(C\C(\C2=O)=C/C2=CC(=C(C=C2)F)F)NC(C2=CC(=C(C=C2)OCCN(C)C)Cl)=O)C=CC1F N-(3,5-Bis((E)-3,4-difluorobenzylidene)-4-oxocyclohexyl)-3-chloro-4-(2-(dimethylamino)ethoxy)Benzamide